FC(COC1CN(C1)S(=O)(=O)N1C[C@H](CCC1)C(=O)N1[C@H](CCC1)C(=O)NCC1=CC=C(C=C1)C(F)(F)F)F 1-(((3S)-1-((3-(2,2-difluoroethoxy)-1-azetidinyl)sulfonyl)-3-piperidinyl)carbonyl)-N-(4-(trifluoromethyl)benzyl)-D-prolinamide